C1(CCCCC1)N(C(C=C)=O)C1CCCCC1 N,N-dicyclohexyl-acrylamide